N-(2-phenylethyl)phenethylamine C1(=CC=CC=C1)CCNCCC1=CC=CC=C1